C(C1=CC=CC=C1)OC1CC(C1)S(=O)(=O)N(C)C 3-(benzyloxy)-N,N-dimethylcyclobutane-1-sulfonamide